FC=1C=CC2=C(C(=C(O2)[C@H](C(C)C)NC(=O)NC=2C=NC(=NC2)NC(OC)=O)C)C1 methyl N-[5-({[(1S)-1-(5-fluoro-3-methyl-1-benzofuran-2-yl)-2-methyl propyl] carbamoyl} amino)pyrimidin-2-yl]carbamate